C(#N)/C(/C(=O)OCC(C)(C)C1OCC2(CO1)COC(OC2)C(COC(C(=CC2=CC(=C(C=C2)OC)OC)C#N)=O)(C)C)=C\C2=CC(=C(C=C2)OC)OC (2E,2'E)-2,4,8,10-tetraoxaspiro[5.5]undecane-3,9-diylbis(2-methylpropane-2,1-diyl) bis(2-cyano-3-(3,4-dimethoxyphenyl)acrylate)